C(C)(C)N1C2=NC=NC(=C2N=C1)N 9-isopropyl-9H-purin-6-amine